methyl 2-((4-bromo-5-methylpyridin-3-yl)oxy)-6-chlorobenzoate BrC1=C(C=NC=C1C)OC1=C(C(=O)OC)C(=CC=C1)Cl